ClC=1C=C2C3(C(N(C2=CC1)C1=CC=C(C=C1)C[C@@H](C(=O)O)NC(C1=C(C=CC=C1F)Cl)=O)=O)CC3 (S)-3-(4-(5'-chloro-2'-oxospiro[cyclopropane-1,3'-indoline]-1'-yl)phenyl)-2-(2-chloro-6-fluorobenzoylamino)propionic acid